N-((3R,4S)-4-((6-(2-fluoro-3-methoxyphenyl)-8-(methylamino)pyrido[3,4-d]pyrimidin-2-yl)amino)tetrahydrofuran-3-yl)acrylamide FC1=C(C=CC=C1OC)C1=CC2=C(N=C(N=C2)N[C@H]2[C@H](COC2)NC(C=C)=O)C(=N1)NC